4-(14-(2-((3R,5R,7R)-adamantan-1-yl)acetamido)tetradecyl)piperidine C12(CC3CC(CC(C1)C3)C2)CC(=O)NCCCCCCCCCCCCCCC2CCNCC2